3-(2-{[(3S)-6,6-dimethylpiperidin-3-yl]amino}-5-(trifluoromethyl)pyrimidin-4-yl)-7-(1,3-thiazol-2-yl)-1H,4H,5H,6H,7H,8H-pyrrolo[2,3-c]azepin-8-one CC1(CC[C@@H](CN1)NC1=NC=C(C(=N1)C1=CNC=2C(N(CCCC21)C=2SC=CN2)=O)C(F)(F)F)C